7-(4-amino-5-chloropyridin-2-yl)-2-methylhexahydroimidazo[1,5-a]pyrazin-3(2H)-one NC1=CC(=NC=C1Cl)N1CC2N(CC1)C(N(C2)C)=O